N[C@@H]1C[C@H](N(C1)C(=O)C=1N=C2N(C=C(C=C2)Cl)C1)C=1SC=C(N1)C(=O)N[C@H](C(=O)NC)CCCCN 2-((2S,4R)-4-Amino-1-(6-chloroimidazo[1,2-a]pyridin-2-carbonyl)pyrrolidin-2-yl)-N-((S)-6-amino-1-(methylamino)-1-oxohexan-2-yl)thiazol-4-carboxamid